trans-4-((3-(1-Cyclopropyl-1H-pyrazol-4-yl)phenyl)((trans-4-(4-methoxy-3-methylphenyl)cyclohexyl)methyl)carbamoyl)cyclohexyl (2-aminoethyl)carbamate NCCNC(O[C@@H]1CC[C@H](CC1)C(N(C[C@@H]1CC[C@H](CC1)C1=CC(=C(C=C1)OC)C)C1=CC(=CC=C1)C=1C=NN(C1)C1CC1)=O)=O